BrC=1C=NN(C1C1=CC=C(C=C1)OCC)C1=CC=CC=C1 4-bromo-5-(4-ethoxyphenyl)-1-phenyl-1H-pyrazole